ClC=1C=CC(=NC1)NC(=O)N1[C@H](C[C@H](C1)OC)C(=O)NC1=C(C=CC(=C1)C(CCC1CC1)N1C(C=CC=C1)=O)F (2R,4R)-N1-(5-Chloropyridin-2-yl)-N2-(5-(3-cyclopropyl-1-(2-oxopyridin-1(2H)-yl)propyl)-2-fluorophenyl)-4-methoxypyrrolidine-1,2-dicarboxamide